CN(C(=O)NC1=NC=C(C(=C1)C(F)(F)F)C)C1CC2(CN(C2)C(=O)C2=C3N(N=C2)C=CN3C)C1 1-methyl-1-(2-(1-methyl-1H-imidazo[1,2-b]pyrazole-7-carbonyl)-2-azaspiro[3.3]heptan-6-yl)-3-(5-methyl-4-(trifluoromethyl)pyridin-2-yl)urea